N[C@H](C=1N=C2N(N=C(C(=N2)C(C)C)C[C@@H]2C(NC[C@@H](C2)C(F)(F)F)=O)C1)C1CCC(CC1)(F)F (3R,5R)-3-((6-((S)-amino(4,4-difluorocyclohexyl)methyl)-3-isopropylimidazo[1,2-b][1,2,4]triazin-2-yl)methyl)-5-(trifluoromethyl)piperidin-2-one